NCC(N1C=NC2=CC(=CC=C2C1=O)C=1C=NNC1C(F)(F)F)C=1C=C(C(=O)N)C=CC1 3-(2-Amino-1-(4-oxo-7-(5-(trifluoromethyl)-1H-pyrazol-4-yl)quinazolin-3(4H)-yl)ethyl)benzamide